O=C1[C@H]2[C@@H]3CC[C@H]([C@@H](CCC(=O)O)C)[C@]3([C@H](C[C@@H]2[C@]2(CC[C@H](CC2C1)O)C)O)C 7-keto-3α,12alpha-dihydroxycholanic acid